2-(6-((2-chloro-5-iodopyrimidin-4-yl)amino)pyridin-2-yl)Propan-2-ol ClC1=NC=C(C(=N1)NC1=CC=CC(=N1)C(C)(C)O)I